N(=[N+]=[N-])CCOCCOCCOCC(N[C@H](C(=O)N1[C@@H](C[C@H](C1)O)C(=O)NCC1=CC=C(C=C1)C1=C(N=CS1)C)C(C)(C)C)=O (2S,4r)-1-((S)-14-azido-2-(tert-butyl)-4-oxo-6,9,12-trioxa-3-azatetradecanoyl)-4-hydroxy-N-(4-(4-methylthiazol-5-yl)benzyl)pyrrolidine-2-carboxamide